(R,Z)-1-((5-cyclopropoxy-2'-methyl-[1,1'-biphenyl]-2-yl)sulfonyl)-4-fluoro-N-(4-(methylsulfonyl)but-3-en-2-yl)piperidine-4-carboxamide C1(CC1)OC=1C=CC(=C(C1)C1=C(C=CC=C1)C)S(=O)(=O)N1CCC(CC1)(C(=O)N[C@H](C)\C=C/S(=O)(=O)C)F